IC1=C(C=CC=C1I)C(C)C 2,3-diiodoisopropylbenzene